3-(1,3,5-trimethyl-1H-pyrazol-4-yl)aniline CN1N=C(C(=C1C)C=1C=C(N)C=CC1)C